COC(=O)C1CC2(C1)CC(C2)NC(=O)C2=C(SC(=C2CO)C)C 6-(4-(hydroxymethyl)-2,5-dimethylthiophene-3-carboxamido)spiro[3.3]Heptane-2-carboxylic acid methyl ester